C1(CC1)N1C[C@@H](CC1)N1CCC2=C1N=NC(=C2)C2=C(C=C(C=C2C)C(F)(F)F)O (R)-2-[7-(1-cyclopropylpyrrolidin-3-yl)-5,6-dihydropyrrolo[2,3-c]pyridazin-3-yl]-3-methyl-5-(trifluoromethyl)phenol